4-Oxoquinoline-3-carboxamide tert-butyl-(S)-(1-(2-chloro-5-((tetrahydro-2H-pyran-4-yl)ethynyl)pyridin-4-yl)piperidin-3-yl)carbamate C(C)(C)(C)N(C(O)=O)[C@@H]1CN(CCC1)C1=CC(=NC=C1C#CC1CCOCC1)Cl.O=C1C(C=NC2=CC=CC=C12)C(=O)N